(2S,4R)-5-allyl-4-((tert-butyldimethylsilyl)oxy)pyrrolidine-1,2-dicarboxylic acid 1-(tert-butyl) 2-methyl ester COC(=O)[C@H]1N(C([C@@H](C1)O[Si](C)(C)C(C)(C)C)CC=C)C(=O)OC(C)(C)C